N-(3-((3-((2-(4-Methoxyphenyl)quinolin-4-yl)amino)propyl)amino)propyl)methanesulfonamide COC1=CC=C(C=C1)C1=NC2=CC=CC=C2C(=C1)NCCCNCCCNS(=O)(=O)C